(2S,4S)-(4-(1H-pyrazol-1-yl)piperidin-2-yl)benzoic acid methyl ester COC(C1=C(C=CC=C1)[C@H]1NCC[C@@H](C1)N1N=CC=C1)=O